OC(CC(=O)NCC(=O)O)CCCCCCCCCCCCCC 3-hydroxymargaroylglycine